5-chloro-N-[(3R,5S)-1-ethyl-5-fluoro-3-piperidyl]oxazolo[4,5-b]pyridin-2-amine ClC1=CC=C2C(=N1)N=C(O2)N[C@H]2CN(C[C@H](C2)F)CC